C(C)(=O)N[C@H](CC1=CC2=CC=CC=C2C=C1)C(=O)C1C(=O)NC(C1)=O acetyl-3-(2-naphthyl)-D-alanyl-succinimide